2-(3-(3-cyanophenyl)-1-methylureido)-5-oxo-5H-thieno[3,2-b]pyran-6-carboxylic acid C(#N)C=1C=C(C=CC1)NC(N(C)C1=CC=2OC(C(=CC2S1)C(=O)O)=O)=O